ON=C(C1=C(C=CC=C1C)C)Cl N-hydroxy-2,6-dimethyl-benzene-1-Carboimidoyl chloride